3-(1-acetyl-3-vinyl-azetidin-3-yl)-1-((2-(allyloxy)-3,4-difluorophenyl)(3-methylthiophene-2-yl)methyl)-5-(benzyloxy)-2,3-dihydro-1H-pyrido[2,1-f][1,2,4]triazine-4,6-dione C(C)(=O)N1CC(C1)(C=C)N1CN(N2C(C1=O)=C(C(C=C2)=O)OCC2=CC=CC=C2)C(C=2SC=CC2C)C2=C(C(=C(C=C2)F)F)OCC=C